tert-butyl (2S,7S)-2-{[(1S)-1-cyano-2-[4-(3-methyl-2-oxo-1,3-benzoxazol-5-yl)phenyl]ethyl]carbamoyl}-7-methoxy-1,4-oxazocane-4-carboxylate C(#N)[C@H](CC1=CC=C(C=C1)C=1C=CC2=C(N(C(O2)=O)C)C1)NC(=O)[C@H]1OC[C@H](CCN(C1)C(=O)OC(C)(C)C)OC